BrC1=C(C(=CC(=C1)F)[N+](=O)[O-])OC(F)F 1-bromo-2-(difluoromethoxy)-5-fluoro-3-nitrobenzene